4-(4-bromo-1H-pyrazol-1-yl)-3-methylbenzonitrile BrC=1C=NN(C1)C1=C(C=C(C#N)C=C1)C